(E)-1-cyano-N-(2,3-dihydroxypropyl)-2-(6-(piperidin-1-yl)naphthalen-2-yl)ethenesulfonamide C(#N)/C(=C\C1=CC2=CC=C(C=C2C=C1)N1CCCCC1)/S(=O)(=O)NCC(CO)O